2-(1-(2-((2-(2-fluoro-6-methoxyphenyl)pyrimidin-4-yl)amino)-5-(1-(tetrahydro-2H-pyran-4-yl)-1H-pyrazol-4-yl)pyridin-4-yl)piperidin-4-yl)-2-methylpropan-1-ol FC1=C(C(=CC=C1)OC)C1=NC=CC(=N1)NC1=NC=C(C(=C1)N1CCC(CC1)C(CO)(C)C)C=1C=NN(C1)C1CCOCC1